N-(methyl(oxo)((7-(5-(trifluoromethyl)-1,2,4-oxadiazol-3-yl)imidazo[1,2-a]pyridin-2-yl)methyl)-λ6-sulfaneylidene)-3-(trifluoromethyl)benzamide CS(=NC(C1=CC(=CC=C1)C(F)(F)F)=O)(CC=1N=C2N(C=CC(=C2)C2=NOC(=N2)C(F)(F)F)C1)=O